5-(5-(4-bromobutoxy)-1,2,3,4-tetrahydronaphthalen-8-yl)benzo[d][1,3]dioxole BrCCCCOC1=C2CCCCC2=C(C=C1)C1=CC2=C(OCO2)C=C1